Dipentyl-6,6'-((2-(dodecyl(2-hydroxyethyl)amino)ethyl)azanediyl)dihexanoate C(CCCC)OC(CCCCCN(CCCCCC(=O)OCCCCC)CCN(CCO)CCCCCCCCCCCC)=O